C(C1=CC=CC=C1)C=1NC(=C(N1)C1=CC=CC=C1)C1=CC=CC=C1 2-Benzyl-4,5-diphenylimidazole